(S)-1-(3-chloro-5-fluorophenyl) ethyl-4-methylbenzenesulfonate C(C)C1=C(C=CC(=C1)C)S(=O)(=O)OC1=CC(=CC(=C1)F)Cl